NC12CC(C1)(C2)CC2=CN=C1C(=NC(=NN12)O[C@@H](C)CCC)N (S)-7-((3-Aminobicyclo[1.1.1]pent-1-yl)methyl)-2-(pent-2-yloxy)imidazo[2,1-f][1,2,4]triazin-4-amine